2,3-dihydroxyl-4-ethoxybenzaldehyde OC1=C(C=O)C=CC(=C1O)OCC